N-(5-fluoro-4'-((4-(2-methoxyethoxy)-6-(methylsulfonyl)pyridin-2-yl)amino)-[2,3'-bipyridin]-6'-yl)acetamide FC=1C=CC(=NC1)C=1C=NC(=CC1NC1=NC(=CC(=C1)OCCOC)S(=O)(=O)C)NC(C)=O